(3R)-N-phenylpyrrolidin-3-amine C1(=CC=CC=C1)N[C@H]1CNCC1